2-chloro-6-[4-[4-(6-isopropoxy-3-pyridyl)-1-methyl-6-oxo-3-pyridyl]pyrazol-1-yl]benzonitrile ClC1=C(C#N)C(=CC=C1)N1N=CC(=C1)C1=CN(C(C=C1C=1C=NC(=CC1)OC(C)C)=O)C